CC1(C2=CC=CC=C2C=2C=CC(=CC12)NC1=CC=C(C=C1)C=1C=CC=2N(C3=CC=CC=C3C2C1)C1=CC=CC=C1)C 9,9-dimethyl-N-[4-(9-phenyl-9H-carbazol-3-yl)phenyl]-9H-fluorene-2-amine